2-oxo-2-phenylethyl (2-chloro-1,3-thiazol-4-yl)(difluoro)acetate ClC=1SC=C(N1)C(C(=O)OCC(C1=CC=CC=C1)=O)(F)F